BrC1=CC=CC(=N1)\C=N\C1=C(C=CC=C1C(C)C)C(C)C N-[(1E)-(6-bromopyridin-2-yl)methylene]2,6-diisopropylaniline